(R)-5,5'-bis(di[3,5-di-t-butyl-4-methoxyphenyl]-phosphino)-4,4'-bi-1,3-benzodioxole C(C)(C)(C)C=1C=C(C=C(C1OC)C(C)(C)C)P(C1=C(C2=C(OCO2)C=C1)C1=C(C=CC=2OCOC21)P(C2=CC(=C(C(=C2)C(C)(C)C)OC)C(C)(C)C)C2=CC(=C(C(=C2)C(C)(C)C)OC)C(C)(C)C)C2=CC(=C(C(=C2)C(C)(C)C)OC)C(C)(C)C